[(1R)-1-(5-fluoro-2-pyridyl)ethoxy]-6-[1-(4-hydroxycyclohexyl)-5-methyl-pyrazol-4-yl]pyrazolo[1,5-a]pyridine-3-carbonitrile FC=1C=CC(=NC1)[C@@H](C)OC1=NN2C(C=CC(=C2)C=2C=NN(C2C)C2CCC(CC2)O)=C1C#N